C[C@@H]1O[C@@H](CN([C@@H]1CNC1=NC=C(C=C1C)C(F)(F)F)C(=O)C1=NC(=CC=C1C1=NC=CC=N1)C([2H])([2H])[2H])C ((2S,3R,6R)-2,6-Dimethyl-3-(((3-methyl-5-(trifluoromethyl)pyridin-2-yl)amino)methyl)morpholino)(6-(methyl-d3)-3-(pyrimidin-2-yl)pyridin-2-yl)methanone